3,4-Diisopropyl-2-methyl-heptadecan-4-ol C(C)(C)C(C(C)C)C(CCCCCCCCCCCCC)(O)C(C)C